4-[(1R)-2-[[(R)-[(3S)-2,3-dihydro-1H-pyrido[2,3-b][1,4]oxazin-3-yl]-phenyl-methyl]amino]-1-methyl-ethyl]benzonitrile N1C2=C(O[C@@H](C1)[C@@H](C1=CC=CC=C1)NC[C@H](C)C1=CC=C(C#N)C=C1)N=CC=C2